PUTRESCINE NCCCCN